(S)-2-(2-fluoro-4-(pyrrolidin-2-yl)phenyl)-N-(3-(4-fluoropiperidin-1-yl)phenyl)9H-benzo[d]imidazo[1,2-a]imidazole-7-carboxamide dihydrochloride Cl.Cl.FC1=C(C=CC(=C1)[C@H]1NCCC1)C=1N=C2N(C3=C(N2)C=C(C=C3)C(=O)NC3=CC(=CC=C3)N3CCC(CC3)F)C1